4-(5-Cyano-3-hydroxy-quinolin-2-yl)-4-oxo-butyric acid ethyl ester C(C)OC(CCC(=O)C1=NC2=CC=CC(=C2C=C1O)C#N)=O